5-bromo-4-nitro-thiophene-2-carboxylic acid BrC1=C(C=C(S1)C(=O)O)[N+](=O)[O-]